3-(4-((7-cyano-2-((4,4-difluoro-4,5,6,7-tetrahydropyrazolo[1,5-a]pyridin-2-yl)amino)-1-methyl-1H-imidazo[4,5-b]pyridin-6-yl)oxy)pyridin-2-yl)-1,1-dimethylurea C(#N)C1=C2C(=NC=C1OC1=CC(=NC=C1)NC(N(C)C)=O)N=C(N2C)NC2=NN1C(C(CCC1)(F)F)=C2